(1S,2S,3R,5S)-3-[7-[(1R,2S)-2-(4-fluorophenyl)cyclopropylamino]-5-(propylthio)-3H-[1,2,3]triazolo[4,5-d]pyrimidin-3-yl]-5-(2-hydroxyethoxy)-1,2-cyclopentanediol FC1=CC=C(C=C1)[C@H]1[C@@H](C1)NC=1C2=C(N=C(N1)SCCC)N(N=N2)[C@H]2[C@@H]([C@@H]([C@H](C2)OCCO)O)O